Tert-butyl (3S,4R)-4-(4-(1-(2,6-dioxopiperidin-3-yl)-3-methyl-2-oxo-2,3-dihydro-1H-benzo[d]imidazol-4-yl)piperazin-1-yl)-3-fluoropiperidine-1-carboxylate O=C1NC(CCC1N1C(N(C2=C1C=CC=C2N2CCN(CC2)[C@H]2[C@H](CN(CC2)C(=O)OC(C)(C)C)F)C)=O)=O